2,9-diaminophenanthroline NC1=NC2=C3N=C(C=CC3=CC=C2C=C1)N